(5aS,8aR)-N-(3,4-Difluorophenyl)-2-methyl-5a,6,7,8,8a,9-hexahydro-2H,5H-cyclopenta[f]pyrrolo[3,4-b][1,4,5]oxathiazocin-1-carboxamid-4,4-dioxid FC=1C=C(C=CC1F)NC(=O)C=1N(C=C2C1OC[C@H]1[C@@H](NS2(=O)=O)CCC1)C